FC1=C(C=CC=C1)CN1N=C(N=C1)C(=O)N[C@@H]1C(N(C=2N(CC1)N=C(C2)CCN2CC(C2)F)C)=O 1-[(2-fluorophenyl)methyl]-N-[(6S)-2-[2-(3-fluoroazetidin-1-yl)ethyl]-4-methyl-5-oxo-7,8-dihydro-6H-pyrazolo[1,5-a][1,3]diazepin-6-yl]-1,2,4-triazole-3-carboxamide